6-(5-Acetyl-1-methyl-1H-1,2,4-triazol-3-yl)-7-fluoro-4-isopropyl-2-(o-tolyl)isoquinolin-1(2H)-one C(C)(=O)C1=NC(=NN1C)C=1C=C2C(=CN(C(C2=CC1F)=O)C1=C(C=CC=C1)C)C(C)C